niobium titanium cerium silicon [Si].[Ce].[Ti].[Nb]